(S)-1-((2,3-dihydrobenzo[b][1,4]dioxin-2-yl)methyl)-4-(1-(pyridin-2-yl)-1H-pyrazol-5-yl)piperazine O1C2=C(OC[C@@H]1CN1CCN(CC1)C1=CC=NN1C1=NC=CC=C1)C=CC=C2